3-((3R,4S)-4-((5-(1-(2,2-difluoroethyl)-1H-benzo[d][1,2,3]triazol-6-yl)-6-fluoro-4-methoxypyrrolo[2,1-f][1,2,4]triazin-2-yl-7-d)amino)-3-fluoropiperidin-1-yl)oxetan-3-carbonitrile FC(CN1N=NC2=C1C=C(C=C2)C=2C(=C(N1N=C(N=C(C12)OC)N[C@@H]1[C@@H](CN(CC1)C1(COC1)C#N)F)[2H])F)F